Ethyl (E)-4-chloro-2-((dimethylamino)methylene)-3-oxobutanoate ClCC(\C(\C(=O)OCC)=C/N(C)C)=O